IC=1C=NC=CC1NC(C1=CC(=C(C(=C1)OC)C(C)C)OC)=O N-(3-iodopyridin-4-yl)-4-isopropyl-3,5-dimethoxybenzamide